3-[4-[2-[2-fluoro-5-[(4,6,7-trifluoro-1H-indazol-5-yl)oxy]phenyl]-1H-imidazol-4-yl]-4-methyl-chroman-8-yl]propanoic acid FC1=C(C=C(C=C1)OC=1C(=C2C=NNC2=C(C1F)F)F)C=1NC=C(N1)C1(CCOC2=C(C=CC=C12)CCC(=O)O)C